1-Hydroxy-4a,5-dimethyl-3-(prop-2-yl)4,4a,5,6-tetrahydronaphthalen-2(3H)-one OC=1C(C(CC2(C(CC=CC12)C)C)C(C)C)=O